C[Si]([Si](Cl)(Cl)C)(C)C tetramethyl-dichlorodisilane